1,3,3,5,7-pentamethyl-5-(2-(methylsulfanyl)phenyl)octahydrobenzo[c]isoxazole CN1OC(C2C1C(CC(C2)(C2=C(C=CC=C2)SC)C)C)(C)C